{(S)-14-[(E)-3-(5-Chloro-2-tetrazol-1-yl-phenyl)-acryloylamino]-12-oxo-8,11,16,18-tetraaza-tricyclo[13.2.1.02,7]octadeca-1(17),2,4,6,15(18)-pentaen-5-yl}-carbamic Acid methyl ester COC(NC1=CC=C2C3=CNC([C@H](CC(NCCNC2=C1)=O)NC(\C=C\C1=C(C=CC(=C1)Cl)N1N=NN=C1)=O)=N3)=O